O1C(CCCC1)C(C=O)CC tetrahydro-2H-pyran-2-yl-butanal